C1(=CC=C(C=C1)N1N=NC(=C1)C=1C=C(C(=O)O)C=CC1)C1=CC=CC=C1 3-(1-([1,1'-Biphenyl]-4-yl)-1H-1,2,3-triazol-4-yl)benzoic acid